2-(2-(2-isopropylphenyl)-4-((7-methoxybenzofuran-5-yl)methyl)piperazin-1-yl)-7-azaspiro[3.5]nonane C(C)(C)C1=C(C=CC=C1)C1N(CCN(C1)CC=1C=C(C2=C(C=CO2)C1)OC)C1CC2(C1)CCNCC2